C1(CC1)C1=NN(C=C1C=O)C1=CC(=C(C=N1)C#N)C 6-(3-cyclopropyl-4-formyl-1H-pyrazol-1-yl)-4-methylpyridine-3-carbonitrile